tert-butyl 4-(7-(2,8-dimethylimidazo[1,2-b]pyridazin-6-yl)-5-fluoro-4-oxoquinazolin-3(4H)-yl)piperidine-1-carboxylate CC=1N=C2N(N=C(C=C2C)C2=CC(=C3C(N(C=NC3=C2)C2CCN(CC2)C(=O)OC(C)(C)C)=O)F)C1